C(C)C=1C=C2CCN(C2=CC1)S(=O)(=O)C=1C=CC(=C(CO)C1)OCC1CCOCC1 5-((5-ethyl-indolin-1-yl)sulfonyl)-2-((tetrahydro-2H-pyran-4-yl)methoxy)benzyl alcohol